COC(C1=C(N=CC=C1)CN1CCC(CC1)(F)F)=O ((4,4-difluoropiperidin-1-yl)methyl)nicotinic acid methyl ester